(S)-5-bromo-4-((4-((tert-butyldimethylsilyl)oxy)butan-2-yl)oxy)-2-chloropyridine BrC=1C(=CC(=NC1)Cl)O[C@@H](C)CCO[Si](C)(C)C(C)(C)C